3-chloro-N-(1-cyanocyclopropyl)-1-(5-(difluoromethyl)-1,3,4-thiadiazol-2-yl)-5-(4-isobutyrylpiperazin-1-yl)-N-(4-methoxybenzyl)imidazo[1,5-a]pyridine-7-sulphonamide ClC1=NC(=C2N1C(=CC(=C2)S(=O)(=O)N(CC2=CC=C(C=C2)OC)C2(CC2)C#N)N2CCN(CC2)C(C(C)C)=O)C=2SC(=NN2)C(F)F